tert-butyl (5-fluoro-2-methoxy-3-(4,4,5,5-tetramethyl-1,3,2-dioxaborol-2-yl) Phenyl)carbamate FC=1C=C(C(=C(C1)NC(OC(C)(C)C)=O)OC)B1OC(C(O1)(C)C)(C)C